FC1=C(C=CC(=C1)OCCCC1CCN(CC1)C1=NC=C(C=N1)CO)CC(=O)N1CC(C1)CNC[C@@H]([C@H]([C@@H]([C@@H](CO)O)O)O)O 2-[2-fluoro-4-[3-[1-[5-(hydroxymethyl)pyrimidin-2-yl]-4-piperidyl]propoxy]phenyl]-1-[3-[[[(2S,3R,4R,5R)-2,3,4,5,6-pentahydroxyhexyl]amino]methyl]azetidin-1-yl]ethanone